ClC=1C(=C2C=NNC2=CC1Cl)C=1C(=NN(C1C)C1CC2(CNC2)C1)N1C(C[C@@H](CC1)CN1CCOCC1)(C)C (R)-4-((1-(4-(5,6-dichloro-1H-indazol-4-yl)-5-methyl-1-(2-azaspiro[3.3]hept-6-yl)-1H-pyrazol-3-yl)-2,2-dimethylpiperidin-4-yl)methyl)morpholine